FC1=C(C=CC(=C1)F)[C@](C(F)(F)C1=CC=C(C=N1)C1=CC=C(C=C1)N1CCN(CC1)C1=CC(=C(C#N)C=C1)F)(CN1N=NN=C1)O (R)-4-(4-(4-(6-(2-(2,4-difluorophenyl)-1,1-difluoro-2-hydroxy-3-(1H-tetrazol-1-yl)propyl)pyridin-3-yl)phenyl)piperazin-1-yl)-2-fluorobenzonitrile